4-((8-chloro-2,4-dioxo-3-phenethyl-3,4-dihydroquinazolin-1(2H)-yl)methyl)-N-hydroxybenzoamide ClC=1C=CC=C2C(N(C(N(C12)CC1=CC=C(C(=O)NO)C=C1)=O)CCC1=CC=CC=C1)=O